[Co].IC1=C(C(NC(=C1)C=1OC=C(N1)C(C)(C)C)(F)C=1OC=C(N1)C(C)(C)C)I diiodo[2,6-bis[4-(R)-tert-butyl-2-oxazolyl]-2-fluoropyridine] cobalt